C(#N)C=1C=CC(=C2C=CC=NC12)N1C[C@@]2(C[C@@]2(C1)C(F)(F)F)C(=O)NNC(=O)C1CCN(CC1)CC (1S,5R)-3-(8-Cyanoquinolin-5-yl)-N'-(1-ethylpiperidin-4-carbonyl)-5-(trifluoromethyl)-3-azabicyclo[3.1.0]hexane-1-carbohydrazide